3-(amino)pyridine-2-carboxamide NC=1C(=NC=CC1)C(=O)N